N=1C=CN2C1C=CC(=C2)C=2C=CC(=C(C2)O)C2=CN=C(N=N2)N2C[C@@H](NCC2)C(C)C 5-(imidazo[1,2-a]pyridin-6-yl)-2-{3-[(3S)-3-(propan-2-yl)piperazin-1-yl]-1,2,4-triazin-6-yl}phenol